O1C=C(C2=C1C=CC=C2)C2=NN(C1=C2C=NC(=C1)C(=O)N(C(C)C)C(C)C)CC(F)(F)F 3-(Benzofuran-3-yl)-N,N-diisopropyl-1-(2,2,2-trifluoroethyl)pyrazolo[4,3-c]pyridin-6-carboxamid